C1(=CC(=CC=C1)C1=NC(=NC(=C1)C=1C=C(C=CC1)C1=CC=C(C=C1)Cl)C1=CC=CC=C1)C1=CC=CC=C1 4-([1,1'-biphenyl]-3-yl)-6-(4'-chloro-[1,1'-biphenyl]-3-yl)-2-phenylpyrimidine